C(C)OP(=O)(C)CC(C1=CC(=CC=C1)O)C1CC1.C1=CC=CC=2C3=CC=CC=C3N(C12)CCC(=O)NN 3-(9H-carbazole-9-yl)propionyl-hydrazine ethyl-(2-cyclopropyl-2-(3-hydroxyphenyl)ethyl)(methyl)phosphinate